C(C1=CC=CC=C1)NC(=O)C=1C(N(C=CC1)CC1=CC=CC=C1)=O N,1-Dibenzyl-2-oxo-1,2-dihydropyridine-3-carboxamide